C(CCCCCCC\C=C/CCCCCCCC)(=O)N[C@@H](CC(C)C)C(=O)O N-oleoyl-leucine